CSC=1C(=CC2=C(NC=N2)C1)OC(F)(F)F 6-Methylsulfanyl-5-trifluoromethoxy-1H-benzoimidazol